4-(3-methoxy-4-((4-((2-methoxyethyl)amino)-3-(trifluoromethyl)-1H-pyrrolo[2,3-b]pyridin-6-yl)amino)phenyl)-1-(tetrahydro-2H-pyran-4-yl)-1,4-azaphosphinane 4-oxide COC=1C=C(C=CC1NC1=CC(=C2C(=N1)NC=C2C(F)(F)F)NCCOC)P2(CCN(CC2)C2CCOCC2)=O